1-(2-(aminomethyl)phenyl)-N-(furan-2-ylmethyl)-1H-pyrazol-3-amine NCC1=C(C=CC=C1)N1N=C(C=C1)NCC=1OC=CC1